4-(2,5-Dichlorophenyl)-2-(2-thienylmethyl)imidazole tert-butyl-(2S)-4-(1-benzyloxycarbonylazetidin-3-yl)-2-methylpiperazine-1-carboxylate C(C)(C)(C)OC(=O)N1[C@H](CN(CC1)C1CN(C1)C(=O)OCC1=CC=CC=C1)C.ClC1=C(C=C(C=C1)Cl)C=1N=C(NC1)CC=1SC=CC1